C(C)(C)(C)C1=CC=C(C=C1)C(C(/C=C/C1=CC=CC=C1)=O)C (E)-4-(4-tert-butylphenyl)-1-phenyl-1-penten-3-one